((2-chloro-4-(trifluoromethyl)benzyl)oxy)-4-((4-methoxybenzyl)oxy)-5-(4-(trifluoromethyl)-1H-pyrrol-2-yl)pyridine ClC1=C(COC2=NC=C(C(=C2)OCC2=CC=C(C=C2)OC)C=2NC=C(C2)C(F)(F)F)C=CC(=C1)C(F)(F)F